C(CCCCCCCCCCCCCCC)[Si](OCCC)(OCCC)OCCC hexadecyltripropoxysilane